BrC1=CSC(=C1)C 3-Bromo-5-methylthiophene